C(C)S(=O)C1=CC=C(CN2C(C3=CC=CC=C3C2=O)=O)C=C1 2-(4-(ethylsulfinyl)benzyl)isoindoline-1,3-dione